2-(3-chlorophenyl)-5,6,7,8-tetrahydro-10H-oxazolo[5,4-d]pyrido[1,2-a]pyrimidin-10-one ClC=1C=C(C=CC1)C=1OC=2N=C3N(C(C2N1)=O)CCCC3